(R)-3-(3-butyl-7-fluoro-2-methyl-1,1-dioxido-5-phenyl-2,3,4,5-tetrahydrobenzo[f][1,2,5]thiadiazepin-8-yl)-4-formylbenzoic acid C(CCC)[C@H]1N(S(C2=C(N(C1)C1=CC=CC=C1)C=C(C(=C2)C=2C=C(C(=O)O)C=CC2C=O)F)(=O)=O)C